C1(CCCCC1)NC(=O)CCC(=O)O 3-(cyclohexylcarbamoyl)propionic acid